C(C)S(=O)(=O)NC1=C(C=C(C=C1)C1=C2C(=NC=C1)N(C=C2)CCC)F 4-(4-(ethylsulfonamido)-3-fluorophenyl)-1-propyl-1H-pyrrolo[2,3-b]pyridin